1,2-distearoyl-sn-glycero-3-phosphoethanolamine tert-Butyl-(endo)-5-(7-bromo-4-chloro-2-ethyl-6-fluoro-8-iodo-1H-imidazo[4,5-c]quinolin-1-yl)-2-azabicyclo[2.1.1]hexane-2-carboxylate C(C)(C)(C)C12N(CC(C1N1C(=NC=3C(=NC=4C(=C(C(=CC4C31)I)Br)F)Cl)CC)C2)C(=O)O.C(CCCCCCCCCCCCCCCCC)(=O)OC[C@@H](OC(CCCCCCCCCCCCCCCCC)=O)COP(=O)(O)OCCN